COC1=CC(=NC(=C1)C1=C(C=CC(=C1)C(C)(C)C)C=1C(=C(C=C(C1)C)C12CC3CC(CC(C1)C3)C2)O)C2=C(C=CC(=C2)C(C)(C)C)C=2C(=C(C=C(C2)C)C23CC1CC(CC(C2)C1)C3)O 2',2'''-(4-Methoxypyridine-2,6-diyl)bis(3-((3r,5r,7r)-adamantan-1-yl)-4'-(tert-butyl)-5-methyl-[1,1'-biphenyl]-2-ol)